C(C)(CC)C=1N=C2N(C(C1CCF)=O)C1=C(N2)C=CC=C1 2-(sec-Butyl)-3-(2-fluoroethyl)benzo[4,5]imidazo[1,2-a]pyrimidin-4(10H)-one